C(C1=CC=CC=C1)O[C@H]1C[C@H](CN(CC1)C(=O)OC(C)(C)C)CO (3R,5S)-tert-butyl 5-(benzyloxy)-3-(hydroxymethyl)azepane-1-carboxylate